FC(C1CCN(CC1)C(=O)N1CCN2C=C(C3=CC(=CC(=C23)C1)F)C=1C(NC(C1C1=CN=C2N1C=CC=C2)=O)=O)(O)F 3-(2-(4-(difluoro(hydroxy)methyl)piperidine-1-carbonyl)-9-fluoro-1,2,3,4-tetrahydro-[1,4]diazepino[6,7,1-hi]indol-7-yl)-4-(imidazo[1,2-a]pyridin-3-yl)-1H-pyrrole-2,5-dione